CN(C)[Zr](N(C)C)(N(C)C)N(C)C.[Zr] zirconium tetra(dimethylamino)zirconium